5-(3-fluoro-4-(2-methylpyrrolidin-1-yl)phenyl)-1,3,4-oxadiazol-2-amine FC=1C=C(C=CC1N1C(CCC1)C)C1=NN=C(O1)N